1-methyl-5-formyl-1H-imidazole CN1C=NC=C1C=O